(2S,3S)-2-(2-chlorophenyl)-1-(2-[2H,3H-[1,4]dioxino[2,3-b]pyridine-7-sulfonyl]-4H,6H-pyrrolo[3,4-c]pyrazol-5-yl)-3-hydroxybutan-1-one ClC1=C(C=CC=C1)[C@H](C(=O)N1CC2=NN(C=C2C1)S(=O)(=O)C=1C=C2C(=NC1)OCCO2)[C@H](C)O